benzyl (3S)-3-[(3-benzyloxycyclobutyl)amino]pyrrolidine-1-carboxylate C(C1=CC=CC=C1)OC1CC(C1)N[C@@H]1CN(CC1)C(=O)OCC1=CC=CC=C1